6-fluoro-8-(2,2,3,3,10,10,11,11-octamethyl-4,9-dioxa-3,10-disiladodecan-6-yl)isoquinoline FC=1C=C2C=CN=CC2=C(C1)C(CO[Si](C(C)(C)C)(C)C)CCO[Si](C(C)(C)C)(C)C